2,4,4-Trimethyl-pent-1-en CC(=C)CC(C)(C)C